tert-butyl 4-[6-[(4-cyano-2-fluoro-phenyl)methoxy]-2-pyridyl]-3,6-dihydro-2H-pyridine-1-carboxylate C(#N)C1=CC(=C(C=C1)COC1=CC=CC(=N1)C=1CCN(CC1)C(=O)OC(C)(C)C)F